N1(N=CN=C1)CC(=O)NC1=C(C=C(C=C1)C1=C(C=C(C=C1)C)Cl)C(=O)O 4-(2-(1H-1,2,4-triazol-1-yl)acetamido)-2'-chloro-4'-methyl-[1,1'-biphenyl]-3-carboxylic acid